Cerium-dioxide [O-2].[O-2].[Ce+4]